(R)-(4-cyclopropyl-2-(2-hydroxypropan-2-yl)oxazol-5-yl)(4-(pyrazolo[1,5-a]pyridin-2-yl)-6,7-dihydro-1H-imidazo[4,5-c]pyridin-5(4H)-yl)methanone C1(CC1)C=1N=C(OC1C(=O)N1[C@H](C2=C(CC1)NC=N2)C2=NN1C(C=CC=C1)=C2)C(C)(C)O